6-nitro-4-(3-bromophenylamino)quinazoline [N+](=O)([O-])C=1C=C2C(=NC=NC2=CC1)NC1=CC(=CC=C1)Br